3-(5-(4-((6-(4-chlorophenyl)spiro[3.5]non-6-en-7-yl)methyl)piperazine-1-carbonyl)-1-oxoisoindolin-2-yl)piperidine-2,6-dione ClC1=CC=C(C=C1)C=1CC2(CCC2)CCC1CN1CCN(CC1)C(=O)C=1C=C2CN(C(C2=CC1)=O)C1C(NC(CC1)=O)=O